COC=1C=C(C=CC1OC)C=CCC=CC=CC=C (3,4-dimethoxyphenyl)nona-1,4,6,8-tetraen